bromo-benzoate BrC1=C(C(=O)[O-])C=CC=C1